ClC=1C(=C(CN2C(CC(CC2)(C(=O)O)CC2=NC(=CC=C2F)NC=2SC=CN2)COCC)C=CC1)F 1-(3-chloro-2-fluorobenzyl)-2-(ethoxymethyl)-4-((3-fluoro-6-(thiazol-2-ylamino)pyridin-2-yl)methyl)piperidine-4-carboxylic acid